(1-ethylpiperidin-4-yl)amine C(C)N1CCC(CC1)N